C(C)OC(=O)C(\C(=C\C)\C)C(=O)OCC.C(\C(\C)=C\C(=O)OCC)(=O)OCC diethyl mesaconate (E)-diethyl-2-methyl-but-2-enedicarboxylate